Strontium sulfat S(=O)(=O)([O-])[O-].[Sr+2]